BrC=1C=C2CN(CC2=CC1)C(=O)NC1=CC=C(C=C1)C(NC[C@H]1COCC1)=O (S)-5-bromo-N-(4-(((tetrahydrofuran-3-yl)methyl)carbamoyl)phenyl)isoindoline-2-carboxamide